3-(azetidin-3-yl)-9-(5-methoxy-2-methyl-4-nitrophenyl)-3,9-diazaspiro[5.5]undecane N1CC(C1)N1CCC2(CC1)CCN(CC2)C2=C(C=C(C(=C2)OC)[N+](=O)[O-])C